FC(C(=O)O)(F)F.NC1=NN2C(N=CC=C2)=C1C(=O)NC(C)C=1C=C(C=2N(C1N1CC(S(CC1)(=O)=O)C)C=NC2C#N)Cl 2-Amino-N-(1-(8-chloro-1-cyano-5-(2-methyl-1,1-dioxidothiomorpholino)imidazo[1,5-a]pyridin-6-yl)ethyl)pyrazolo[1,5-a]pyrimidine-3-carboxamide trifluoroacetate salt